N-(7-([1,1'-biphenyl]-3-ylmethyl)-6-isobutyryl-2-oxa-6-azaspiro[3.4]octan-8-yl)methanesulfonamide C1(=CC(=CC=C1)CC1N(CC2(COC2)C1NS(=O)(=O)C)C(C(C)C)=O)C1=CC=CC=C1